4-(Diethylamino)-N-((1,2,3,5,6,7-hexahydro-s-indacen-4-yl)carbamoyl)butane-1-sulfonamide, potassium salt [K].C(C)N(CCCCS(=O)(=O)NC(NC1=C2CCCC2=CC=2CCCC12)=O)CC